tert-butyl 2-(5-bromo-1H-indazol-1-yl)acetate BrC=1C=C2C=NN(C2=CC1)CC(=O)OC(C)(C)C